C1(=CC=CC=C1)CC(CC1=CC=CC=C1)(C=1OC[C@@H](N1)C1=CC2=CC=CC=C2C=C1)C=1OC[C@@H](N1)C1=CC2=CC=CC=C2C=C1 (4S,4'S)-2,2'-(1,3-diphenylpropane-2,2-diyl)bis(4-(naphthalen-2-yl)-4,5-dihydrooxazole)